2-{{[3-(furan-3-yl)phenyl]carbonyl}amino}-5-methyl-4-phenylthiophene-3-carboxylic acid O1C=C(C=C1)C=1C=C(C=CC1)C(=O)NC=1SC(=C(C1C(=O)O)C1=CC=CC=C1)C